3-amino-1,2-benzendiol NC1=C(C(=CC=C1)O)O